CS(=O)(=O)C1(CCOCC1)C1=CC=C(OCCN2CCC3(CC2)C(NC2=CC=C(C=C23)C#N)=O)C=C1 1'-{2-[4-(4-methanesulfonyl-oxan-4-yl)phenoxy]ethyl}-2-oxo-1,2-dihydrospiro[indole-3,4'-piperidine]-5-carbonitrile